C1(=CC=CC=C1)N1N=CC2=C1N=C/1N(C2=O)CC\C1=C/C1=CC=C(C=C1)C (E)-1-phenyl-8-(4-methylbenzylidene)-7,8-dihydro-1H-pyrazolo[3,4-D]pyrrolo[1,2-a]pyrimidin-4(6H)-one